BrC=1C(=NC(=NC1)NC1=CC(=C(C=C1OC)N1CCN(CC1)CC1=C2CN(C(C2=CC=C1)=O)C1C(NC(CC1)=O)=O)C)NC=1C(=C2N=CC=NC2=CC1)P(=O)(OC)OC 3-(4-((4-(4-((5-bromo-4-((5-(dimethylphosphono)quinoxalin-6-yl)amino)pyrimidin-2-yl)amino)-5-methoxy-2-methylphenyl)piperazin-1-yl)methyl)-1-oxoisoindolin-2-yl)piperidine-2,6-dione